4-(3-amino-4-pyridyl)-2-methyl-butyric acid NC=1C=NC=CC1CCC(C(=O)O)C